C(C)NC(=O)N(C1=NSC2=C1C=C(C=C2)[N+](=O)[O-])C(NCC)=O N-Ethyl-1-[(ethylcarbamoyl)(5-nitro-1,2-benzothiazol-3-yl)amino]formamide